C(#N)C1=CC=2N(N=C1)C(=CC2)C2=CC(=C(C=N2)C2=NN=C(S2)C2CC(C2)NC(OC(C)(C)C)=O)NC Tert-butyl N-[(1r,3r)-3-[5-(6-{3-cyanopyrrolo[1,2-b]pyridazin-7-yl}-4-(methylamino)pyridin-3-yl)-1,3,4-thiadiazol-2-yl]cyclobutyl]carbamate